tert-Butyl (2R,5S)-5-(4-bromo-2-methylphenyl)-2-methylmorpholine-4-carboxylate BrC1=CC(=C(C=C1)[C@H]1CO[C@@H](CN1C(=O)OC(C)(C)C)C)C